5-Amino-3-[3-[4-(4-fluorophenyl)piperazin-1-yl]propyl]-8-(2-furyl)-1-methyl-[1,2,4]triazolo[5,1-f]purin-2-one NN1C=NC(=C2N3C(N=C12)N(C(N3C)=O)CCCN3CCN(CC3)C3=CC=C(C=C3)F)C=3OC=CC3